perhydrotriazine N1NNCCC1